4-acetyl-2-(bis(4-methoxybenzyl)amino)-N-(1-(pyrimidin-2-yl)ethyl)-N-((5-(trifluoromethyl)pyridin-2-yl)methyl)quinoline-6-carboxamide C(C)(=O)C1=CC(=NC2=CC=C(C=C12)C(=O)N(CC1=NC=C(C=C1)C(F)(F)F)C(C)C1=NC=CC=N1)N(CC1=CC=C(C=C1)OC)CC1=CC=C(C=C1)OC